C(C)(C)C=1OC2=CC=CC(=C2C(C1)=O)O 2-isopropyl-5-hydroxychromone